1,6-dimethyldibenzothiophene CC1=CC=CC=2SC3=C(C21)C=CC=C3C